trans-3-(3-(5-fluoro-2-(((1r,4r)-4-hydroxycyclohexyl)amino)pyrimidin-4-yl)phenyl)-1,3-oxazinan-2-one FC=1C(=NC(=NC1)N[C@@H]1CC[C@H](CC1)O)C=1C=C(C=CC1)N1C(OCCC1)=O